N-(3-bromo-2-fluorophenyl)-1,3,5-trimethyl-1H-pyrazol-4-amine BrC=1C(=C(C=CC1)NC=1C(=NN(C1C)C)C)F